5-bromo-1-(2,2-difluoroethyl)indazole BrC=1C=C2C=NN(C2=CC1)CC(F)F